5-(4-(1-amino-2,2-difluoroethyl)phenyl)-N-(2,3-dihydro-1H-inden-2-yl)pyrimidin-2-amine hydrochloride Cl.NC(C(F)F)C1=CC=C(C=C1)C=1C=NC(=NC1)NC1CC2=CC=CC=C2C1